(2-methyl-4-(2',3',4',5'-tetrahydro-[1,1'-biphenyl]-4-yl)-1H-benzo[d]imidazol-1-yl)methylphenol CC1=NC2=C(N1CC1=C(C=CC=C1)O)C=CC=C2C2=CC=C(C=C2)C=2CCCCC2